C(C)(=O)N1C(NC(C(=C1)F)=O)=O 1-Acetyl-5-fluoropyrimidine-2,4(1H,3H)-dione